1-(7-(4-(4-(benzo[b]thiophen-4-yl)piperazin-1-yl)butoxy)-2-oxoquinolin-1(2H)-yl)ethyl 3-methylbutanoate CC(CC(=O)OC(C)N1C(C=CC2=CC=C(C=C12)OCCCCN1CCN(CC1)C1=CC=CC=2SC=CC21)=O)C